C(NC(=O)C=1C=CC(=C2C1CCO2)NCC#C)([2H])([2H])[2H] N-(methyl-d3)-7-(prop-2-yn-1-ylamino)-2,3-dihydrobenzofuran-4-carboxamide